(S)-3-((4-(7-((Dimethyl(oxo)-λ6-sulfanylidene)amino)-6-fluoro-1-((2-(trimethylsilaneyl)ethoxy)methyl)-1H-indol-3-yl)-5-(trifluoromethyl)pyrimidin-2-yl)amino)piperidine-1-carboxylate CS(=O)(C)=NC=1C(=CC=C2C(=CN(C12)COCC[Si](C)(C)C)C1=NC(=NC=C1C(F)(F)F)N[C@@H]1CN(CCC1)C(=O)[O-])F